propyl 2,5-dihydroxybenzoate OC1=C(C(=O)OCCC)C=C(C=C1)O